BrC1=NC=C(C(=O)NC=2C=NC(=CC2)N2[C@H](CN(CC2)C2=NC=NC(=C2)F)C)C=C1 (S)-6-bromo-N-(6-(4-(6-fluoropyrimidin-4-yl)-2-methylpiperazin-1-yl)pyridin-3-yl)nicotinamide